N-(3-cyano-5-((2,6-dioxopiperidin-3-yl)amino)phenyl)acetamide C(#N)C=1C=C(C=C(C1)NC1C(NC(CC1)=O)=O)NC(C)=O